N-[4-(2-{2-[3-(5-Cyclopropyl-2-fluoro-phenyl)-ureido]-thiazol-5-yl}-ethyl)-pyridin-2-yl]-acetamide C1(CC1)C=1C=CC(=C(C1)NC(NC=1SC(=CN1)CCC1=CC(=NC=C1)NC(C)=O)=O)F